1-(3-(4-(tert-butyl)phenyl)prop-2-yn-1-yl)-1H-indole C(C)(C)(C)C1=CC=C(C=C1)C#CCN1C=CC2=CC=CC=C12